FC=1C(=NC(=CC1I)N1CCOCC1)N[C@@H](CO)C (R)-2-((3-fluoro-4-iodo-6-morpholinylpyridin-2-yl)amino)propan-1-ol